4-(4-Amino-2-fluorophenyl)piperidine-1-carboxylic acid tert-butyl ester C(C)(C)(C)OC(=O)N1CCC(CC1)C1=C(C=C(C=C1)N)F